C1(=CC=CC=C1)CC(=O)NCC1=NC=CC=C1 2-phenyl-N-(pyridin-2-ylmethyl)acetamide